4-[6-amino-1-[(4-aminophenyl)methyl]pyrazolo[3,4-d]pyrimidin-4-yl]pyridine-2-carbonitrile NC1=NC(=C2C(=N1)N(N=C2)CC2=CC=C(C=C2)N)C2=CC(=NC=C2)C#N